CC1N(CC1)C1(C(CCCC1)=O)C1=CC=CC=C1 2-(2-methylazetidin-1-yl)-2-phenylcyclohexan-1-one